C(C)OC(C)(C)C1(CN(CC1)C(C)(C)C=1C=NC(=CC1)C)CCN1C(NC2=C1C=CC=C2)=O 2-(3-(2-ethoxypropan-2-yl)-1-(2-(6-methylpyridin-3-yl)propan-2-yl)pyrrolidin-3-yl)ethyl-1,3-dihydro-2H-benzo[d]imidazol-2-one